N-{6-[(3aR,6aS)-hexahydropyrrolo[3,4-c]pyrrol-2(1H)-yl]-2-(pyrrolidin-1-yl)pyrimidin-4-yl}-1-(propan-2-yl)-1H-pyrazolo[4,3-c]pyridin-6-amine C1N(C[C@@H]2[C@H]1CNC2)C2=CC(=NC(=N2)N2CCCC2)NC2=CC1=C(C=N2)C=NN1C(C)C